5-(2-Chlorophenyl)-7-(trifluoromethyl)oxazolo[4,5-c][1,8]naphthyridin-4(5H)-one ClC1=C(C=CC=C1)N1C(C2=C(C=3C=CC(=NC13)C(F)(F)F)OC=N2)=O